CC1=CC[C@@](CC1)(O)C(C)C (R)-4-methyl-1-(1-methylethyl)-3-cyclohexen-1-ol